NC1=NC=CC=C1C1=NC=2C(=NC(=CC2)C2C(C2)C(=O)N2CCOCC2)N1C1=CC=C(C=C1)CNC(CC1=CC(=C(C=C1)C=O)O)=O N-({4-[2-(2-aminopyridin-3-yl)-5-[2-(morpholine-4-carbonyl)cyclopropyl]imidazo[4,5-b]pyridin-3-yl]phenyl}methyl)-2-(4-formyl-3-hydroxyphenyl)acetamide